3-((chloro(diisopropylamino)phosphoryl)oxy)propionitrile ClP(=O)(N(C(C)C)C(C)C)OCCC#N